4-Amino-7-methoxybenzofuran-5-carboxylic acid methyl ester COC(=O)C=1C=C(C2=C(C=CO2)C1N)OC